N-(6-METHOXY-1-METHYL-1H-INDAZOL-7-YL)-3-METHYL-1-(4-(TRIFLUOROMETHYL)PYRIDIN-2-YL)-1H-PYRAZOLE-4-SULFONAMIDE COC1=CC=C2C=NN(C2=C1NS(=O)(=O)C=1C(=NN(C1)C1=NC=CC(=C1)C(F)(F)F)C)C